N-(5-(4-(trifluoromethyl)phenethoxy)-1H-indol-3-yl)bicyclo[1.1.1]pentane-1-carboxamide FC(C1=CC=C(CCOC=2C=C3C(=CNC3=CC2)NC(=O)C23CC(C2)C3)C=C1)(F)F